C(#N)C1=C(C=C(C=N1)NC(CC(=O)OCCCC)=O)C(F)(F)F butyl 3-[[6-cyano-5-(trifluoromethyl)-pyridin-3-yl]amino]-3-oxopropanoate